N-acetylbenzoic acid amide C(C)(=O)NC(C1=CC=CC=C1)=O